C(C)N(CC)[S+](N(CC)CC)N(CC)CC tris(diethylamino)sulfonium